C(C)(=O)N1CCN(CC1)C=1C=CC(=NC1)NC1(NC=CC(=N1)C1=C(N=C(S1)NC)C)C#N 2-((5-(4-acetylpiperazin-1-yl)pyridin-2-yl)amino)-4-(4-methyl-2-(methylamino)thiazol-5-yl)pyrimidine-carbonitrile